COC(=O)C1=C(C=CC=CC=C1)C(=O)O 1,3,5,7-cyclooctatetraene-1,2-dicarboxylic acid methyl ester